4-((2-allylbenzyl)amino)-2-((1-methyl-1H-pyrazol-4-yl)amino)pyrimidin-5-carboxamide C(C=C)C1=C(CNC2=NC(=NC=C2C(=O)N)NC=2C=NN(C2)C)C=CC=C1